4-[4-[[5-[1-(cyanomethyl)-3-(trifluoromethyl)pyrazol-4-yl]-1-methylimidazole-2-carbonyl]amino]-2-ethylbenzoyl]-N-[(3-hydroxyazetidin-3-yl)methyl]piperazine-1-carboxamide C(#N)CN1N=C(C(=C1)C1=CN=C(N1C)C(=O)NC1=CC(=C(C(=O)N2CCN(CC2)C(=O)NCC2(CNC2)O)C=C1)CC)C(F)(F)F